5-acetyl-3-(4-(3-(2-methoxyethoxy)oxetan-3-yl)phenyl)-7-methylquinoline-2-carbonitrile C(C)(=O)C1=C2C=C(C(=NC2=CC(=C1)C)C#N)C1=CC=C(C=C1)C1(COC1)OCCOC